COC1=C(C(=CC(=C1)OC)OC)S(=O)(=O)Cl 2,4,6-trimethoxybenzene-1-sulfonyl chloride